3,5-dimethoxy-4-hydroxy-benzeneacrylic acid Ethyl-2-((4-(4-(3-methoxyphenyl)piperazine-1-carbonyl)-2-nitrophenyl)sulfinyl)acetate C(C)OC(CS(=O)C1=C(C=C(C=C1)C(=O)N1CCN(CC1)C1=CC(=CC=C1)OC)[N+](=O)[O-])=O.COC=1C=C(C=C(C1O)OC)C=CC(=O)O